C(C)N1C[C@@H](CCC1)N1C2=C(OCC1)C=C(N=N2)C2=C(C=C(C#N)C=C2C)O 4-[8-[(3R)-1-Ethyl-3-piperidyl]-6,7-dihydropyridazino[4,3-b][1,4]oxazin-3-yl]-3-hydroxy-5-methyl-benzonitrile